(S)-2-Cyclopropyl-10-((2-(4,4-difluoropiperidin-1-yl)-5-fluoropyridin-4-yl)amino)-3,3-difluoro-7-methyl-1,2,3,4-tetrahydro-[1,4]oxazepino[2,3-c]chinolin-6(7H)-on C1(CC1)[C@@H]1NC2=C(C(N(C=3C=CC(=CC23)NC2=CC(=NC=C2F)N2CCC(CC2)(F)F)C)=O)OCC1(F)F